CC(=O)N[C@@H]1[C@H]([C@@H]([C@H](O[C@H]1OC[C@@H]2[C@H]([C@@H]([C@H]([C@H](O2)O[C@@H]3[C@@H]([C@H]([C@H](O[C@@H]3C(=O)O)O[C@H]4[C@@H]([C@H](O[C@@H]([C@H]4O)O[C@@H]5[C@@H]([C@H](O[C@@H]([C@H]5O[C@H]6[C@@H]([C@H]([C@@H]([C@H](O6)CO)O)O)O)[C@H](CO)O)O[C@@H]7[C@@H](C[C@@](O[C@@H]7[C@@H](CO[C@@H]8[C@@H]([C@H]([C@H](CO8)N)O)O)O)(C(=O)O)O)O[C@@]9(C[C@H]([C@H]([C@H](O9)[C@@H](CO)O)O)O)C(=O)O)O)[C@H](CO[C@@H]1[C@H]([C@H]([C@@H]([C@H](O1)[C@H](CO)O)O)O)O)OP(=O)(O)OCCN)O)O)O)NC(=O)CN)O)O)CO)O)O[C@H]1[C@@H]([C@H]([C@H]([C@H](O1)C(=O)N[C@@H](CCCCN)C(=O)O)O)O)O The molecule is an oligosaccharide derivative that is a undecasaccharide derivative, the oligosaccharide portion of the Proteus penneri strain 42 lipopolysaccharide (LPS) core region.